4-(1-(2-amino-4-(benzyloxy)-5-methoxybenzoyl)-6-(((tert-butyldimethylsilyl)oxy)methyl)-1,2,3,6-tetrahydropyridin-4-yl)-N-methylbenzenesulfonamide NC1=C(C(=O)N2CCC(=CC2CO[Si](C)(C)C(C)(C)C)C2=CC=C(C=C2)S(=O)(=O)NC)C=C(C(=C1)OCC1=CC=CC=C1)OC